(5S,8R)-8-(aminomethyl)-N-(2,4-dichlorobenzyl)-5-fluoro-8-hydroxy-5,6,7,8-tetrahydroquinoline-5-carboxamide NC[C@@]1(CC[C@](C=2C=CC=NC12)(C(=O)NCC1=C(C=C(C=C1)Cl)Cl)F)O